C1(CCC1)O cyclobutan-ol